3-((4-(5-(2-cyclopentylethyl)-1,2,4-oxadiazol-3-yl)-2-nitrophenyl)amino)propanoic acid C1(CCCC1)CCC1=NC(=NO1)C1=CC(=C(C=C1)NCCC(=O)O)[N+](=O)[O-]